C1(CC1)C1CN(CCO1)C=1N=C(C2=C(N1)C(N(C2)C(C)C)=O)NC2=CC=C(C=C2)CCC 2-(2-cyclopropylmorpholin-4-yl)-6-(propan-2-yl)-4-[(4-propylphenyl)amino]-5,6-dihydro-7H-pyrrolo[3,4-d]-pyrimidin-7-one